N-[4-amino-1-(2-trimethylsilylethoxymethyl)pyrazolo[4,3-c]pyridin-7-yl]-2-oxo-2-[(2R,5S)-5-methyl-2-(3-pyridyl)-1-piperidyl]acetamide NC1=NC=C(C2=C1C=NN2COCC[Si](C)(C)C)NC(C(N2[C@H](CC[C@@H](C2)C)C=2C=NC=CC2)=O)=O